BrC=1C=C2C(=NNC(C2=CC1)=O)C1CC1 6-BROMO-4-CYCLOPROPYL-2H-PHTHALAZIN-1-ONE